methyl-n-hexanone CCC(CCCC)=O